C12CN(CC2C1)C1=NC2=C(C=C(C=C2C(N1C)=O)C)[C@@H](C)NC=1C(=NC(=CC1)F)C(=O)O 3-(((1R)-1-(2-(3-azabicyclo[3.1.0]hexan-3-yl)-3,6-dimethyl-4-oxo-3,4-dihydroquinazolin-8-yl)ethyl)amino)-6-fluoropicolinic acid